C(C)(=O)NCC1CCN(CC1)CC1=CC(=NC(=C1)C1=CC(=CC(=C1)Cl)Cl)OC=1C=CC(=NC1)N1CC[N+](CC1)(C)[O-] 4-(5-((4-((4-(acetamidomethyl)piperidin-1-yl)methyl)-6-(3,5-dichlorophenyl)pyridin-2-yl)oxy)pyridin-2-yl)-1-methylpiperazine 1-oxide